1-(1-((2-(trimethylsilyl)ethoxy)methyl)-1H-pyrazol-3-yl)ethan-1-amine C[Si](CCOCN1N=C(C=C1)C(C)N)(C)C